C(OCC1=C(C(=CC=C1)C1=CC=CC=C1)S(=O)(=O)N)([2H])([2H])[2H] ((methoxy-d3)methyl)-[1,1'-biphenyl]-2-sulfonamide